(1R,2S,4R)-5,5,8,8-tetrafluoro-2-(hydroxymethyl)-2-(methoxymethyl)-4-methylquinuclidin-3-one FC1(C2(C([C@@](N(C1)CC2(F)F)(COC)CO)=O)C)F